N[C@@H]1CN(CC[C@H]1F)C1=NC2=C(N1CC(=O)N1CC(OCC1)C(=O)NC)C=C(C(=C2)F)F 4-(2-(2-((3R,4R)-3-amino-4-fluoropiperidin-1-yl)-5,6-difluoro-1H-benzo[d]imidazol-1-yl)acetyl)-N-methylmorpholine-2-carboxamide